C(C1=CC=CC=C1)N1C(N(CC2=CC=CC=C12)CC(CN1C2=CC=C(C=C2C=2C=C(C=CC12)F)F)(C)O)=O 1-benzyl-3-(3-(3,6-difluoro-9H-carbazol-9-yl)-2-hydroxy-2-methylpropyl)-3,4-dihydroquinazolin-2(1H)-one